NC1=CC=CC(=N1)CN1C(C=C(C=C1)C1=NN(C2=CC=CC=C12)C1=CC=C(C=C1)C(F)(F)F)=O 1-((6-aminopyridin-2-yl)methyl)-4-(1-(4-(trifluoromethyl)phenyl)-1H-indazol-3-yl)pyridin-2(1H)-one